CN1CCN(CCC1)C=1C=CC=2N(C(C=C(N2)C=2C=C3C=NN(C3=CC2)C)=O)C1 7-(4-methyl-1,4-diazepan-1-yl)-2-(1-methyl-1H-indazol-5-yl)-4H-pyrido[1,2-a]pyrimidin-4-one